C(#N)N1C[C@]2(CC[C@H]2C1)NC(=O)C1=NNC(=C1)C1=C(C=CC=C1)OC1=CC=CC=C1 N-((1R,5S)-3-Cyano-3-azabicyclo[3.2.0]heptan-1-yl)-5-(2-phenoxyphenyl)-1H-pyrazol-3-carboxamid